CC1=CN=C2N1C(=CN=C2)N 3-Methylimidazo[1,2-a]pyrazin-5-amine